FC1(CCN(CC1)CCO)F 2-(4,4-difluoropiperidin-1-yl)ethan-1-ol